tert-butyl 4-(6-((4-cyano-2-fluorobenzyl)oxy)-5-fluoropyridin-2-yl)piperidine-1-carboxylate C(#N)C1=CC(=C(COC2=C(C=CC(=N2)C2CCN(CC2)C(=O)OC(C)(C)C)F)C=C1)F